4-(3-(2,5-Dioxo-2,5-dihydro-1H-pyrrol-1-yl) propanamido)-3-fluorophenyl sulfite S(=O)(OC1=CC(=C(C=C1)NC(CCN1C(C=CC1=O)=O)=O)F)[O-]